BrC=1C=NC=2CCN[C@@H](C2C1)C (5R)-3-bromo-5-methyl-5,6,7,8-tetrahydro-1,6-naphthyridine